(S)-4-(3-(3-ethyl-1H-indazol-5-yl)imidazo[1,2-b]pyridazin-6-yl)-3-methylmorpholine C(C)C1=NNC2=CC=C(C=C12)C1=CN=C2N1N=C(C=C2)N2[C@H](COCC2)C